3-amino-N-[(3R)-7-[(5S,9S)-9-amino-1-oxa-7-azaspiro[4.4]nonan-7-yl]-3,4-dihydro-2H-1-benzopyran-3-yl]-6-methylthieno[2,3-b]pyridine-2-carboxamide NC1=C(SC2=NC(=CC=C21)C)C(=O)N[C@H]2COC1=C(C2)C=CC(=C1)N1C[C@@]2(CCCO2)[C@H](C1)N